CN(CCN(C1=C(C=C(C(=C1)OC)NC1=NC=CC(=N1)N1C=CC2=CC(=CC=C12)OC)NC(C=C)=O)C)C N-(2-((2-(dimethylamino)ethyl)(methyl)amino)-4-methoxy-5-((4-(5-methoxy-1H-indol-1-yl)pyrimidin-2-yl)amino)phenyl)acrylamide